C(C)(C)C1=C(C(=O)NC2NCCC2)C(=CC=C1)C(C)C L-2-(2,6-diisopropylbenzamido)pyrrolidine